5-phenyl-5,8-dihydroindolo[2,3-c]carbazole C1(=CC=CC=C1)N1C2=CC=CC=C2C2=C1C=CC=1NC=3C=CC=CC3C21